S1C=C(C=C1)CC=O 2-(thien-3-yl)acetaldehyde